OCC1=CC=C(OP2(=NP(=NP(=N2)(OC2=CC=C(C=C2)CO)OC2=CC=C(C=C2)CO)(OC2=CC=C(C=C2)CO)OC2=CC=C(C=C2)CO)OC2=CC=C(C=C2)CO)C=C1 hexakis(p-hydroxymethylphenoxy)-cyclotriphosphazene